1-(3-butene-1-yl)-1H-imidazole C(CC=C)N1C=NC=C1